1-(tert-butyl)-2-(2-isocyanatobenzyl)disulfane C(C)(C)(C)SSCC1=C(C=CC=C1)N=C=O